(-)-(1S)-camphoric acid C([C@]1(C)C(C)(C)C(C(=O)O)CC1)(=O)O